C1(CCCCC1)[C@@H](C(=O)NC1=CC=C(C=C1)C=1C(=NNC1C)C)NC(=O)C1=COC2=C1C=CC=C2 N-[(1S)-1-cyclohexyl-2-[4-(3,5-dimethyl-1H-pyrazol-4-yl)anilino]-2-oxo-ethyl]benzofuran-3-carboxamide